C1(=CC=C(C=C1)CS)CS 1,4-benzenedimethanthiol